C(C=C)C(C(=O)O)CC(=O)O allylsuccinic acid